FC1(CC(C1)OC=1C=C(C=CC1C1=NN(C=N1)C)NC(C1=C(C=C(C=C1)NS(=O)(=O)CC)N1CCC2(CC2)CC1)=O)F N-(3-(3,3-difluorocyclobutoxy)-4-(1-methyl-1H-1,2,4-triazol-3-yl)phenyl)-4-(ethylsulfonamido)-2-(6-azaspiro[2.5]octan-6-yl)benzamide